C(CCC)[Sn](C1=CC=C(C=N1)N1CCOCC1)(CCCC)CCCC 4-(6-(tributylstannyl)pyridin-3-yl)morpholine